trifluoromethylazetidin-2-on FC(F)(F)N1C(CC1)=O